6-[[(2R)-2-[4-(2-Chloro-4-fluoro-phenyl)-2-oxo-chromen-7-yl]oxypropanoyl]amino]pyridin ClC1=C(C=CC(=C1)F)C1=CC(OC2=CC(=CC=C12)O[C@@H](C(=O)NC1=CC=CC=N1)C)=O